C1(CC1)C1=NNC(=N1)C1CC2(CN(C2)C(=O)N2CC3(C2)CC(C3)CN3N=CC(=C3)S(=O)(=O)C)C1 [6-(3-cyclopropyl-1H-1,2,4-triazol-5-yl)-2-azaspiro[3.3]heptan-2-yl]-[6-[(4-mesylpyrazol-1-yl)methyl]-2-azaspiro[3.3]heptan-2-yl]methanone